C(C(C)(C)C)[SiH](Cl)CC(C)(C)C di-neo-pentylchlorosilane